4-(Azetidin-3-yloxy)-N-(quinoxalin-6-ylmethyl)pyridin-3-amine N1CC(C1)OC1=C(C=NC=C1)NCC=1C=C2N=CC=NC2=CC1